O1CCC(CC1)NC(=O)NC=1SC2=C(N1)C[C@H]1COC[C@@H]2N1C(=O)OC(C)(C)C tert-Butyl (4S,8S)-2-{[(oxan-4-yl)carbamoyl]amino}-4,7,8,9-tetrahydro-5H-4,8-epiminooxocino[5,4-d][1,3]thiazole-10-carboxylate